1,8-octanediyl-bis(tri-n-butylphosphonium) dibromide [Br-].[Br-].C(CCCCCCC[P+](CCCC)(CCCC)CCCC)[P+](CCCC)(CCCC)CCCC